C(C)C1=CN=C2N1C=C(C=N2)C=2C=CN1N=C(N=CC12)N[C@@H]1C[C@H](C1)N1CCN(CC1)C 5-(3-ethylimidazo[1,2-a]pyrimidin-6-yl)-N-(trans-3-(4-methylpiperazin-1-yl)cyclobutyl)pyrrolo[2,1-f][1,2,4]triazin-2-amine